FC1=CC=C(C=C1)C=1N=NC(=NN1)C1=NC=CC=C1 3-(4-fluorophenyl)-6-(pyridin-2-yl)-1,2,4,5-tetrazine